7-Fluoro-2,2-dimethyl-2,3,4,5-tetrahydrobenzo[f][1,4]oxazepine FC=1C=CC2=C(CNCC(O2)(C)C)C1